(2-((5-chloro-2-((6-methoxy-2-methyl-1,2,3,4-tetrahydroisoquinolin-7-yl)amino)pyrimidin-4-yl)amino)-5-hydroxyphenyl)dimethyl-phosphine oxide ClC=1C(=NC(=NC1)NC1=C(C=C2CCN(CC2=C1)C)OC)NC1=C(C=C(C=C1)O)P(C)(C)=O